CN1CCC(CC1)N1C=CC2=C(C=CC=C12)C1=CCCCN1C(=O)OC(C)(C)C tert-butyl 6-(1-(1-methylpiperidin-4-yl)-1H-indol-4-yl)-3,4-dihydropyridine-1(2H)-carboxylate